[C@H]12CNCC[C@@]2(C1)C=1N=CC(=NC1)C(=O)NC=1C=C(C=2N(C1)C=C(N2)C)F 5-((1S,6R)-3-azabicyclo[4.1.0]heptan-6-yl)-N-(8-fluoro-2-methylimidazo[1,2-a]pyridin-6-yl)pyrazine-2-carboxamide